3-(3-Chloro-4-fluorophenyl)-1-(8-fluoro-6-oxo-1,2,3,4,5,6-hexahydrophenanthridin-1-yl)-1-methylurea ClC=1C=C(C=CC1F)NC(N(C)C1CCCC=2NC(C3=CC(=CC=C3C12)F)=O)=O